C(#N)C1=C(C(=C(C(=C1)C(C)C)CC(=O)O)C(C)C)F 2-(4-cyano-3-fluoro-2,6-diisopropylphenyl)acetic acid